O1C(CCCC1)N1N=CC=C1C=1C=CC(=NC1)OC1=CC=C(C#N)C=C1 4-((5-(1-(tetrahydro-2H-pyran-2-yl)-1H-pyrazol-5-yl)pyridin-2-yl)oxy)benzonitrile